C(C)(C)(C)OC(=O)N1CC=2C(=CC=C3C(=CN=C1C23)B(O)O)C2=CN=C3N2C=CC(=C3)F (1-(tert-butoxycarbonyl)-3-(7-fluoroimidazo[1,2-a]pyridin-3-yl)-1,2-dihydropyrrolo[4,3,2-ij]isoquinolin-6-yl)boronic acid